CSC1=NN=C(S1)NC(=O)C=1OC(=NN1)N1[C@@H](CCCC1)C1=CC=CC=C1 (S)-N-(5-(methylsulfanyl)-1,3,4-thiadiazol-2-yl)-5-(2-phenylpiperidin-1-yl)-1,3,4-oxadiazole-2-carboxamide